6-(Furan-3-yl)imidazo[1,2-a]pyridine O1C=C(C=C1)C=1C=CC=2N(C1)C=CN2